C(C)C1=C(C=CC(=C1)CN1CC(C1)CNS(=O)(=O)C)C1=CC=C(C=C1)C(C(F)(F)F)(C(F)(F)F)O N-((1-((2-ethyl-4'-(1,1,1,3,3,3-hexafluoro-2-hydroxypropan-2-yl)-[1,1'-biphenyl]-4-yl)methyl)azetidin-3-yl)methyl)methanesulfonamide